C(N)(=O)CC[C@@H]([C@@H](C)OCC1=CC=C(C=C1)CCCOCCCOCCCC1=CC2=C(N(C(N2C)=O)C2C(NC(CC2)=O)=O)C=C1)NC(OC(C)(C)C)=O tert-butyl N-[(3S,4R)-1-carbamoyl-4-([4-[3-(3-[3-[1-(2,6-dioxopiperidin-3-yl)-3-methyl-2-oxo-1,3-benzodiazol-5-yl]propoxy]propoxy)propyl]phenyl]meth-oxy)pentan-3-yl]carbamate